(S)-6-(4-chlorophenyl)-3-(1-hydroxy-propan-2-yl)-8-(1H-pyrazol-1-yl)pyrido[3,4-d]pyrimidin-4(3H)-one ClC1=CC=C(C=C1)C1=CC2=C(N=CN(C2=O)[C@H](CO)C)C(=N1)N1N=CC=C1